[1-[[tert-butyl(dimethyl)silyl]oxymethyl]cyclopropyl]methanol [Si](C)(C)(C(C)(C)C)OCC1(CC1)CO